CC1(C(NC2=C(O1)C=CC(=N2)C=2C(=CC(=NC2)NC(C)=O)NC2=NC(=CC(=C2)C)S(=O)(=O)C)=O)C N-(5-(2,2-dimethyl-3-oxo-3,4-dihydro-2H-pyrido[3,2-b][1,4]oxazin-6-yl)-4-((4-methyl-6-(methylsulfonyl)pyridin-2-yl)amino)pyridin-2-yl)acetamide